1,2-dimethylpyridinium acetate C(C)(=O)[O-].C[N+]1=C(C=CC=C1)C